[Na].C1(=CC=C(C=C1)C=1OC2=C(N1)C=CC=C2)C=2OC1=C(N2)C=CC=C1 p-PHENYLENEBENZOBISOXAZOLE sodium